ClC=1C(=C(C=CC1)[C@H](C)OC=1C2=C(N=CN1)C=CC(=N2)O[C@@H]2CNCC2)F 4-((S)-1-(3-chloro-2-fluorophenyl)ethoxy)-6-(((S)-pyrrolidin-3-yl)oxy)pyrido[3,2-d]pyrimidine